5-(3-(azetidin-3-ylmethyl)-3,8-diazabicyclo[3.2.1]octan-8-yl)-2-(2,6-dioxopiperidin-3-yl)isoindoline-1,3-dione N1CC(C1)CN1CC2CCC(C1)N2C=2C=C1C(N(C(C1=CC2)=O)C2C(NC(CC2)=O)=O)=O